C(CCC)C=1OC2=C(N1)C=CC=C2 butyl-1,3-benzoxazole